CC(C)(OC(=O)NCCCC[C@H](NC(=O)OCC1C2=CC=CC=C2C=2C=CC=CC12)C(=O)O)C N6-[(1,1-dimethylethoxy)carbonyl]-N2-[(9H-fluoren-9-ylmethoxy)carbonyl]-L-lysine